FC=1C=CC(=C(C(=O)N(C)C(C)C)C1)N1C=C(C=2C1=CN=CC2)C=2CNCCC2 5-Fluoro-N-isopropyl-N-methyl-2-(3-(1,2,5,6-tetrahydropyridin-3-yl)-1H-pyrrolo[2,3-c]pyridin-1-yl)benzamide